Br.Br.Cl.Cl dihydrochloride, dihydrobromide